6-(2,6-difluoro-3,5-dimethoxyphenyl)-2-(methylthio)-N-(tetrahydrofuran-3-yl)pyrido[3,4-d]pyrimidine-8-amine FC1=C(C(=C(C=C1OC)OC)F)C1=CC2=C(N=C(N=C2)SC)C(=N1)NC1COCC1